N-((1-((3-((5-ethyl-2-(2-(hydroxyamino)-2-iminoethoxy)phenyl)sulfonamido)-4-methoxybenzo[d]isoxazol-6-yl)methyl)-1H-pyrazol-4-yl)methyl)-2-fluoroacrylamide C(C)C=1C=CC(=C(C1)S(=O)(=O)NC1=NOC2=C1C(=CC(=C2)CN2N=CC(=C2)CNC(C(=C)F)=O)OC)OCC(=N)NO